bis(2-(methacryloyloxy)ethyl) phosphate P(=O)(OCCOC(C(=C)C)=O)(OCCOC(C(=C)C)=O)[O-]